ClC1=NN=C(C2=C1CCC2C)Cl 1,4-dichloro-5-methyl-5H,6H,7H-cyclopenta[d]pyridazine